Butyl-urea C(CCC)NC(=O)N